1-(piperidine-4-yl)-1,3-dihydro-2H-imidazo[4,5-b]pyridine-2-one N1CCC(CC1)N1C(NC2=NC=CC=C21)=O